2-(2-Chloroethoxy)ethanol ClCCOCCO